(2R,3R,4S,5R)-3-[(tert-butyldimethylsilyl)oxy]-2-{[(tertbutyldimethylsilyl)oxy]methyl}-4-fluoro-5-(5-fluoro-2,4-dioxo-3H-pyrimidin-1-yl)oxolane-2-carbonitrile [Si](C)(C)(C(C)(C)C)O[C@@H]1[C@@](O[C@H]([C@H]1F)N1C(NC(C(=C1)F)=O)=O)(C#N)CO[Si](C)(C)C(C)(C)C